4,6-dichloro-5-methyl-N-(2-(4-methylpiperazin-1-yl)-5-(4-((3-morpholinopropyl)carbamoyl)-1H-1,2,3-triazol-1-yl)phenyl)nicotinamide ClC1=C(C(=NC=C1C(=O)NC1=C(C=CC(=C1)N1N=NC(=C1)C(NCCCN1CCOCC1)=O)N1CCN(CC1)C)Cl)C